ClC1=C(C(=CC(=C1)C1CC1)Cl)S(=O)(=O)NCCC1=C(C=CC=C1)F 2,6-dichloro-4-cyclopropyl-N-[2-(2-fluorophenyl)ethyl]benzene-1-sulfonamide